FC(C=1C(=C(C=CC1)[C@@H](C)N)F)F (R)-1-(3-(difluoromethyl)-2-fluorophenyl)ethane-1-amine